C(C)(C)(C)OCOC(C(F)(F)F)(C(F)(F)F)C1=CC=C(C=C1)C=C 1-[1-(tert-butoxymethoxy)-2,2,2-trifluoro-1-trifluoromethylethyl]-4-vinylbenzene